5-(4-bromophenyl)-1-methyl-3-propyl-1,6-dihydro-7H-pyrazolo[4,3-d]pyrimidin-7-one BrC1=CC=C(C=C1)C=1NC(C2=C(N1)C(=NN2C)CCC)=O